1-tert-butyl-6-(4,5-dibromo-1-methyl-imidazol-2-yl)-2-azaspiro[3.3]heptane-2-carboxylate C(C)(C)(C)C1N(CC12CC(C2)C=2N(C(=C(N2)Br)Br)C)C(=O)[O-]